OC1=C(C=C(C=C1)C=O)O 1,2-dihydroxyl-4-formylbenzene